(2S)-1-hydroxy-3-[4-methyl-1-(4-methylbenzenesulfonyl)-1H-indazol-5-yl]propan OCCCC=1C(=C2C=NN(C2=CC1)S(=O)(=O)C1=CC=C(C=C1)C)C